FC(CC=1C(=NN(C1)C(C)C1=CC=NC=C1)N)F (2,2-Difluoroethyl)-1-(1-(pyridin-4-yl)ethyl)-1H-pyrazol-3-amine